tert-butyl 4-[4-(4,4,5,5-tetramethyl-1,3,2-dioxaborolan-2-yl)phenyl]tetrahydro-1(2H)-pyrazinecarboxylate CC1(OB(OC1(C)C)C1=CC=C(C=C1)N1CCN(CC1)C(=O)OC(C)(C)C)C